2-(2-(7,8-dimethyl-[1,2,4]triazolo[1,5-a]pyridin-6-yl)-3-isopropyl-1,5,7,8-tetrahydro-6H-pyrrolo[2,3-g]isoquinolin-6-yl)acetamide CC1=C(C=2N(C=C1C1=C(C=3C(=CC=4CCN(CC4C3)CC(=O)N)N1)C(C)C)N=CN2)C